O=C1NC(CCC1N1C(C2=CC=CC(=C2C1)SCCOCC(=O)N1CCC(CC1)C1CCNC=2N1N=C(C2C(=O)N)C2=CC=C(C=C2)OC2=CC=CC=C2)=O)=O 7-(1-(2-(2-((2-(2,6-dioxopiperidin-3-yl)-1-oxoisoindoline-4-yl)thio)ethoxy)acetyl)piperidin-4-yl)-2-(4-phenoxyphenyl)-4,5,6,7-tetrahydropyrazolo[1,5-a]pyrimidine-3-carboxamide